di-(3-fluorophenyl)phosphine FC=1C=C(C=CC1)PC1=CC(=CC=C1)F